N-{14-cyano-9,17-dioxo-2,10-diazatetracyclo[8.7.0.03,8.011,16]heptadeca-1,3,5,7,11(16),12,14-heptaen-6-yl}4-methylvaleramide C(#N)C=1C=CC=2N3C(C4=CC(=CC=C4N=C3C(C2C1)=O)NC(CCC(C)C)=O)=O